C(C)(C)C1=C(C=CC=C1)C1CN(CCN1C1CC2(C1)CCNCC2)CC2=CC=C(C#N)C=C2 4-((3-(2-isopropylphenyl)-4-(7-azaspiro[3.5]nonan-2-yl)piperazin-1-yl)methyl)benzonitrile